6-(5-(((1r,2r,3s,5s)-2-fluoro-8-azabicyclo[3.2.1]oct-3-yl)(methyl)amino)pyrazin-2-yl)isoquinolin-7-ol F[C@@H]1[C@H]2CC[C@@H](C[C@@H]1N(C=1N=CC(=NC1)C=1C=C3C=CN=CC3=CC1O)C)N2